rel-(S)-6-cyclobutoxy-N-(5-methylpyrazolo[1,5-a]pyrimidin-3-yl)-2-(tetrahydro-2H-pyran-3-yl)-2H-pyrazolo[3,4-b]pyridine-5-carboxamide C1(CCC1)OC=1C(=CC=2C(N1)=NN(C2)[C@@H]2COCCC2)C(=O)NC=2C=NN1C2N=C(C=C1)C |o1:14|